C(C=C)[C@@]1([C@H](O)[C@H](O)[C@@H](CO)O1)C1=CNC(=O)NC1=O Allylpseudouridine